C(C1=CC=CC=C1)OCN1C(C2=CC(=CC(=C2CC1)F)N1C=NC(=C1)C1CC1)=O 2-((benzyloxy)methyl)-7-(4-cyclopropyl-1H-imidazol-1-yl)-5-fluoro-3,4-dihydroisoquinolin-1(2H)-one